tert-butyl 4-[[[3-[N'-(2-chloro-5-fluoro-phenyl)carbamimidoyl]-6-(6-methoxy-4-methyl-3-pyridyl)pyrrolo[1,2-b]pyridazin-4-yl]amino]methyl]piperidine-1-carboxylate ClC1=C(C=C(C=C1)F)N=C(N)C1=C(C=2N(N=C1)C=C(C2)C=2C=NC(=CC2C)OC)NCC2CCN(CC2)C(=O)OC(C)(C)C